N-tert-butyl-4-((5-(4-fluorobenzamido)-2,3-diketoindol-1-yl)methyl)benzamide C(C)(C)(C)NC(C1=CC=C(C=C1)CN1C(C(C2=CC(=CC=C12)NC(C1=CC=C(C=C1)F)=O)=O)=O)=O